N-((1R,5S,6s)-3-(3-(1H-pyrrol-1-yl)thiophene-2-carbonyl)-3-azabicyclo[3.1.0]hex-6-yl)-3-(imidazo[1,2-a]pyridin-2-yl)benzamide N1(C=CC=C1)C1=C(SC=C1)C(=O)N1C[C@@H]2C([C@@H]2C1)NC(C1=CC(=CC=C1)C=1N=C2N(C=CC=C2)C1)=O